CCCC1=C(C(=CC(=C1)C)C)N1C(N(CC1)C1=C(C=C(C=C1C)C)CCC)=[Ru](=CSC1=CC=CC=C1)(Cl)Cl [1,3-bis(2,4,6-trimethylethylphenyl)-4,5-dihydroimidazol-2-ylidene][(phenylthio)methylene]ruthenium dichloride